N-(4-(N-tert-butylsulfamoyl)phenyl)-7-(4-fluorobenzoyl)-5,6,7,8-tetrahydro-1,7-naphthyridine-6-carboxamide C(C)(C)(C)NS(=O)(=O)C1=CC=C(C=C1)NC(=O)C1CC=2C=CC=NC2CN1C(C1=CC=C(C=C1)F)=O